ethyl (S)-2-(piperazin-2-yl)acetate N1[C@H](CNCC1)CC(=O)OCC